BrCC=1C(=NN(C1)C1=CC=C(C=C1)C(F)(F)F)C1=CC=CC=C1 (bromomethyl)-3-phenyl-1-(4-(trifluoromethyl)phenyl)-1H-pyrazole